C(C)(C)[N+](=CCCCCCCCCCCC)[O-] N-isopropyldodecan-1-imine oxide